C(C=C)(=O)N1CCN(CC1)C1=NC=C(C=2CN(CCC12)C1=CC=CC2=CC=CC=C12)C#N 1-(4-acryloylpiperazin-1-yl)-6-(naphthalen-1-yl)-5,6,7,8-tetrahydro-2,6-naphthyridine-4-carbonitrile